[Br-].[Br-].C(C=C)[N+]12CC[N+](CC1)(CC2)CC=C 1,4-diallyl-1,4-diazabicyclo[2.2.2]octane-1,4-diium dibromide